2-hydroxy-N-[2-(4-nitro-phenyl)-ethyl]-2-phenyl-acetamide OC(C(=O)NCCC1=CC=C(C=C1)[N+](=O)[O-])C1=CC=CC=C1